CC(C)(C=CCCCCC)C 2,2-dimethyl-3-nonene